triazolo[4,5-b]pyridin-7-one N=1N=NC2=NC=CC(C21)=O